FC1=C(C(=O)N[C@H](C(=O)OC)CC2=CC=C(C3=CC=CC=C23)C=2C(N(N=CC2OC)C)=O)C(=CC(=C1)N[C@@H](C(F)(F)F)CC)F methyl (S)-2-(2,6-difluoro-4-(((R)-1,1,1-trifluorobutan-2-yl)amino)benzamido)-3-(4-(5-methoxy-2-methyl-3-oxo-2,3-dihydropyridazin-4-yl)naphthalen-1-yl)propanoate